[Mn].[Ni].[Li].NC(C1=CC=CC=C1)(C1=CC=CC=C1)N DiaminoDIPHENYL-METHANE lithium nickel manganese